CC=1C=C(N)C=CC1OC1CCN(CC1)C([2H])([2H])[2H] 3-methyl-4-((1-(methyl-d3)piperidin-4-yl)oxy)aniline